ClC=1C(=NC(=NC1)NC1=C(C=C(C=C1)N1CCC(CC1)N1CCNCC1)OC(F)F)NC=1C=CC=C2CNC(C12)=O 7-((5-chloro-2-((2-(difluoromethoxy)-4-(4-(piperazin-1-yl)piperidin-1-yl)phenyl)amino)pyrimidin-4-yl)amino)isoindolin-1-one